BrC1=C(C(=C(C=C1)O)Br)Br.[Bi] Bismuth tribromophenol